5-cyano-2-(trifluoromethyl)nicotinic acid-2-hydroxyethyl ester OCCOC(C1=C(N=CC(=C1)C#N)C(F)(F)F)=O